N1C(=CC=C1)C=O pyrrolecarbaldehyde